C(C#C)N1C=2C=CC(=NC2C=CC1)C#N 5-(prop-2-yn-1-yl)-5,6-dihydro-1,5-naphthyridine-2-carbonitrile